FC1(OC2=C(O1)C=CC(=C2)[C@H](C)OC2=CC(=NC=C2F)N2N=C(C=1CCC[C@@H](C21)OC2=CC=C(C(=O)O)C=C2)C(F)(F)F)F 4-[[(7S)-1-[4-[(1S)-1-(2,2-difluoro-1,3-benzodioxol-5-yl)ethoxy]-5-fluoro-2-pyridyl]-3-(trifluoromethyl)-4,5,6,7-tetrahydroindazol-7-yl]oxy]benzoic acid